O1C=NC(=C1)C(=O)N oxazol-4-carboxamide